NC1=CC=C(C=C1)C(CN1CCN(CC1)C)=O 1-(4-aminophenyl)-2-(4-methylpiperazin-1-yl)ethanone